tert-butyl [3-cyclopropyl-8-(difluoromethyl)-5-oxopyrazolo[1,5-a]pyrido[3,2-e]pyrimidin-4(5H)-yl]acetate C1(CC1)C=1C=NN2C1N(C(C1=C2N=C(C=C1)C(F)F)=O)CC(=O)OC(C)(C)C